1-(4-azidobenzyl)pseudouridine N(=[N+]=[N-])C1=CC=C(CN2C=C([C@H]3[C@H](O)[C@H](O)[C@@H](CO)O3)C(NC2=O)=O)C=C1